diethoxytriphenylamine C(C)OC=1C(=C(C=CC1)N(C1=CC=CC=C1)C1=CC=CC=C1)OCC